N[C@H](CC1CCCCC1)NC([C@H](CC=1SC2=C(N1)C=CC(=C2)Cl)NC(CC)=O)=O (S)-N-((S)-1-amino-2-cyclohexylethyl)-3-(6-chlorobenzo[d]thiazol-2-yl)-2-propionamidopropionamide